C(C)(C)(C)OC(=O)N1CC(N(CC1)C1=CC(=CC=C1)C1(CNC2=NC=CC(=C21)Cl)CC)=O (4-{3-[4-chloro-3-ethyl-1H-pyrrolo[2,3-b]pyridin-3-yl]phenyl}-3-oxopiperazin-1-yl)carboxylic acid tert-butyl ester